aluminum trimethylamine CN(C)C.[Al]